C1(CC1)C1=C(C=C(C(=C1)I)C)NC1=NSC2=CN=CC=C21 N-(2-cyclopropyl-4-iodo-5-methylphenyl)isothiazolo[5,4-c]pyridin-3-amine